BrC1=C(C=O)C=C(C=C1)SC(F)(F)F 2-bromo-5-((trifluoromethyl)thio)benzaldehyde